7-fluoro-4-(trans-2-methylcyclopropyl)-1-thioxo-2,4-dihydro-[1,2,4]triazolo[4,3-a]quinazolin-5(1H)-one FC=1C=C2C(N(C=3N(C2=CC1)C(NN3)=S)[C@H]3[C@@H](C3)C)=O